P(=O)(=O)C(C(=O)O)CCCCCCCCCC phospholauric acid